[S-2].[Zn+2] Zinc (II) sulfid